CN(CCOC1=CC=C(C(=C1C#N)N1CCC(CC1)C1=NN=CN1C)C1=CN=NC=C1)C 6-(2-(dimethylamino)ethoxy)-2-(4-(4-methyl-4H-1,2,4-triazol-3-yl)piperidin-1-yl)-3-(pyridazin-4-yl)benzonitrile